(3R,4R)-4-{[5-(2,4-difluoro-phenyl)-isoxazole-3-carbonyl]-amino}-piperidine-1,3-dicarboxylic acid 1-tert-butyl ester 3-methyl ester COC(=O)[C@@H]1CN(CC[C@H]1NC(=O)C1=NOC(=C1)C1=C(C=C(C=C1)F)F)C(=O)OC(C)(C)C